C(C)(=O)OC=1[C@]2(C)[C@@H](CC1)[C@@H]1CC[C@H]3CC=CC[C@]3(C)[C@H]1CC2 17-acetoxy-5alpha-androsta-2,16-diene